C(C)(C)(C)OC(=O)O[C@@H]1[C@H]([C@H](N(C1)C(=O)OC(C)(C)C)CC1=CC=C(C=C1)OC)OC(NCCN1C[C@H]([C@@H](C1)O)O)=O tert-butyl (2R,3S,4S)-4-[(tert-butoxycarbonyl)oxy]-3-[({2-[(3R,4R)-3,4-dihydroxypyrrolidin-1-yl]ethyl}carbamoyl)oxy]-2-[(4-methoxyphenyl)methyl]pyrrolidine-1-carboxylate